6-bromo-4-(3-fluoro-4-(4-(2-methoxyethyl)piperazin-1-yl)phenyl)quinazoline BrC=1C=C2C(=NC=NC2=CC1)C1=CC(=C(C=C1)N1CCN(CC1)CCOC)F